Methyl 2-[acetyl(2-trifluoromethylbenzyl)amino]-7-chloro-6-hydroxy-1-benzothiophene-3-carboxylate C(C)(=O)N(C=1SC2=C(C1C(=O)OC)C=CC(=C2Cl)O)CC2=C(C=CC=C2)C(F)(F)F